N1CC(C1)OCC(C(=O)OCCCC)C(C)C butyl 2-((azetidin-3-yloxy)methyl)-3-methylbutanoate